rac-tert-butyl 4-[5-(bromomethyl)-5,6-dihydro-1,4,2-dioxazin-3-yl]-2,2-dimethyl-piperidine-1-carboxylate tert-Butyl-rac-4-(allyloxycarbamoyl)-2,2-dimethyl-piperidine-1-carboxylate C(C)(C)(C)OC(=O)N1C(C[C@@H](CC1)C(NOCC=C)=O)(C)C.BrCC1OC(=NOC1)C1CC(N(CC1)C(=O)OC(C)(C)C)(C)C |r|